P(=O)(OCC(=O)NC1(N=C2N(N=CC=C2)C1)C=1C(=NC(=C(C1)C(NCC1=C(C=CC(=C1)OC(F)(F)F)F)=O)C)C)([O-])[O-] (2-((2-(5-((2-fluoro-5-(trifluoromethoxy) benzyl) carbamoyl)-2,6-dimethylpyridin-3-yl) imidazo[1,2-b]pyridazin-2-yl) amino)-2-oxoethyl) phosphate